(E)-3-(3-(2-phenoxyphenyl)acryloyl)thiazolidine-2-one Methyl-5-[({1-[2-fluoro-4-(trifluoromethyl)phenyl]cyclopropyl}carbonyl)amino]-2-(5-methylpyridin-2-yl)benzoate COC(C1=C(C=CC(=C1)NC(=O)C1(CC1)C1=C(C=C(C=C1)C(F)(F)F)F)C1=NC=C(C=C1)C)=O.O(C1=CC=CC=C1)C1=C(C=CC=C1)/C=C/C(=O)N1C(SCC1)=O